ClC=1C=NN2C1C=C(C=C2Cl)NC(OC(C)(C)C)=O Tert-butyl N-(3,7-dichloropyrazolo[1,5-a]pyridin-5-yl)-carbamate